N-(3-bromo-5-fluorophenyl)-N-(2,2-difluoroethyl)-6-fluoro-1-methyl-1H-[1,2,3]triazolo[4,5-c]isoquinolin-5-amine BrC=1C=C(C=C(C1)F)N(C1=NC2=C(C=3C=CC=C(C13)F)N(N=N2)C)CC(F)F